[Zn].[Ag].[Ni] Nickel-silver-zinc